CC1=C(C=CC=C1C)N1CCN(CC1)C=1C=CC(=C(C(=O)N)C1)S(NC1=C(C=CC(=C1)C)C)(=O)=O 5-(4-(2,3-dimethylphenyl)piperazin-1-yl)-2-(N-(2,5-dimethylphenyl)sulfamoyl)benzamide